6-(2-amino-6-fluoro-5-(4-(piperazin-1-yl)phenyl)pyridin-3-yl)-8-fluoro-3-methylisoquinolin-1(2H)-one NC1=NC(=C(C=C1C=1C=C2C=C(NC(C2=C(C1)F)=O)C)C1=CC=C(C=C1)N1CCNCC1)F